1H-indole-3-carbaldehyde O-methyl oxime CON=CC1=CNC2=CC=CC=C12